BrC=1C=C(C(=C(C(=O)OC)C1)CBr)C(F)(F)F methyl 5-bromo-2-(bromomethyl)-3-(trifluoromethyl)-benzoate